2,2'-(1,4-dibromo-3,6-phenylene)diacetonitrile BrC1=CC(=C(C=C1CC#N)Br)CC#N